COC1=CC=CC2=C1N=C(S2)NC=2OC(=NN2)C2=CC=C(C=C2)OC N-(4-methoxybenzo[d]thiazol-2-yl)-5-(4-methoxyphenyl)-1,3,4-oxadiazol-2-amine